Ethyl-chloroacetic acid C(C)C(C(=O)O)Cl